C1(=CC=CC=C1)N1C(N(C(C1=O)=O)C1=CC=CC=C1)=O 1,3-diphenyl-2,4,5-imidazolinetrione